OC1=C(C(=O)C2=C(C=C(C=C2)OC(C=C)=O)O)C=CC(=C1)OC(C=C)=O 2,2'-dihydroxy-4,4'-bisacryloyloxybenzophenone